(dibenzofuranylphenyl)(methylspirobifluorenyl)amine C1(=CC=CC=2OC3=C(C21)C=CC=C3)C3=C(C=CC=C3)NC=3C2(C1=CC4=CC=CC=C4C1=CC3C)C=CC=C3C1=CC=CC=C1C=C32